1-n-octyl-1,1,3,3,3-pentamethoxy-1,3-disilapropane C(CCCCCCC)[Si](C[Si](OC)(OC)OC)(OC)OC